Cl.FC1(CCNCC1)CN1C2=NC(=NC=C2NC1=O)C1=C(C=CC=C1)C(C)C ((4-Fluoropiperidin-4-yl)methyl)-2-(2-isopropylphenyl)-7,9-dihydro-8H-purin-8-one hydrochloride